C1=NC=CC2=C(C=CC=C12)C1(CC1)NC(=O)C=1C=C(OCCN(C(OC(C)(C)C)=O)C)C=CC1C tert-butyl (2-(3-((1-(isoquinolin-5-yl)cyclopropyl)carbamoyl)-4-methyl phenoxy)ethyl)(methyl)carbamate